4-(5-nitro-2-furyl)-2-thiazolylformamide [N+](=O)([O-])C1=CC=C(O1)C=1N=C(SC1)NC=O